FC1=C(C(=CC=C1)F)[C@@H]1N(CCC1)C1CCC2(CCN(C2)C(=O)C=2OC(=CC2)CO)CC1 {(5R,8r)-8-[(R)-2-(2,6-difluorophenyl)-1-pyrrolidinyl]-2-aza-2-spiro[4.5]decyl}[5-(hydroxymethyl)-2-furyl]methanone